C(#N)C(C1=C(C(=C(C(=O)[O-])C(=C1F)F)[C+]1C2=CC=C(C=C2C(C=2C=C(C=CC12)N(C1=CC=CC=C1)C)(C)C)N(C1=CC=CC=C1)C)F)(OCOC)C#N 4-(Dicyano(methoxymethoxy)methyl)-2-(10,10-dimethyl-3,6-bis(methyl(phenyl)-amino)anthracen-9-ylium-9(10H)-yl)-3,5,6-trifluorobenzoate